[Nb+5].P(=O)([O-])([O-])[O-].[Mg+2] magnesium phosphate niobium